NCC=1C=C(C=CC1)C=1C=C(C2=C(C(=CO2)COC2=C(C=CC=C2)CC(=O)O)C1)C=1C(=NN(C1C)C)C 2-(2-((5-(3-(aminomethyl)phenyl)-7-(1,3,5-trimethyl-1H-pyrazol-4-yl)benzofuran-3-yl)methoxy)phenyl)acetic acid